(2S,3R)-1-[7,7-difluoro-4-[3-[(1-oxo-1,4-thiazinan-1-ylidene)amino]phenyl]-5,6-dihydrocyclopenta[d]pyrimidin-2-yl]-2-methyl-azetidin-3-ol FC1(CCC2=C1N=C(N=C2C2=CC(=CC=C2)N=S2(CCNCC2)=O)N2[C@H]([C@@H](C2)O)C)F